C(=CC)C(C(=O)O)=C 2-propenyl-acrylic acid